BrC1=CC=2C3=C(C=NC2C=C1F)N(C(C31CC(C1)C1=NC=CC=C1)=O)C cis-8'-Bromo-7'-fluoro-3'-methyl-3-(pyridin-2-yl)spiro[cyclobutane-1,1'-pyrrolo[2,3-c]quinolin]-2'(3'H)-one